C1(=CC=CC=C1)S(=O)(=O)[O-].C(C=C)(=O)NC=C.[Na+] sodium acrylamidoethylene benzenesulfonate